COC1=CC=C(C=C1)C(C)(C)C=1N=C(SC1)NC(=O)NC1(CC1)C1=CC=C(C=C1)N1CCNCC1 1-(4-(2-(4-methoxyphenyl)propan-2-yl)thiazol-2-yl)-3-(1-(4-(piperazin-1-yl)phenyl)cyclopropyl)urea